tert-butyl [(1s,3s)-3-{(1E)-N-[(S)-2-methylpropane-2-sulfinyl]ethaneimidoyl}cyclobutyl]carbamate CC(C)(C)[S@](=O)/N=C(\C)/C1CC(C1)NC(OC(C)(C)C)=O